(2R,3R,11bR)-3-(tert-butoxy)-9-(cuban-1-ylmethoxy)-10-methoxy-1,3,4,6,7,11b-hexahydro-2H-pyrido[2,1-a]isoquinolin-2-ol C(C)(C)(C)O[C@H]1[C@@H](C[C@H]2N(CCC3=CC(=C(C=C23)OC)OCC23C4C5C6C4C2C6C35)C1)O